C1CCC12CCN(CC2)CC(=O)NC=2C=C(C(=NC2)C)NC(=O)C2=NN=C1N2C=CC(=C1)Br N-(5-(2-(7-azaspiro[3.5]nonan-7-yl)acetamido)-2-methylpyridin-3-yl)-7-bromo-[1,2,4]triazolo[4,3-a]pyridine-3-carboxamide